1-(tert-butyl) 4-ethyl 4-methyl-3-oxapiperidine-1,4-dicarboxylate CC1(OCN(CC1)C(=O)OC(C)(C)C)C(=O)OCC